C1(CC1)[C@H](C)N1C(C=2C(=NC(=CC2C1)C1=C(N=C(S1)NC(C)=O)C)C(C)N1CCOCC1)=O N-(5-(2-((S)-1-cyclopropylethyl)-4-(1-morpholinylethyl)-3-oxo-2,3-dihydro-1H-pyrrolo[3,4-c]pyridin-6-yl)-4-methylthiazol-2-yl)acetamide